C(CCCCCCC\C=C/CCCCCCCC)(=O)NCCCC(C(=O)O)N(C)C oleamidopropyl-dimethylaminoacetic acid